C1(=CC=CC=C1)[CH-2] phenylmethanediide